ClC=1SC(=CN1)CC1=C(C(=NC=C1)N)C ((2-chlorothiazol-5-yl)methyl)-3-methylpyridin-2-amine